(4-pyridyl)N'-(2,4,6-trichlorophenyl)urea N1=CC=C(C=C1)NC(=O)NC1=C(C=C(C=C1Cl)Cl)Cl